N-methyl-5-(piperidin-4-ylamino)quinoline-8-carboxamide hydrochloride Cl.CNC(=O)C=1C=CC(=C2C=CC=NC12)NC1CCNCC1